(E)-3-amino-N-((1,2,3,5,6,7-hexahydro-s-indacen-4-yl)carbamoyl)-3-methylbut-1-ene-1-sulfonimidamide NC(/C=C/S(=O)(NC(NC1=C2CCCC2=CC=2CCCC12)=O)=N)(C)C